ClCC(CC(=O)OCC)=O ethyl 4-chloro-3-oxobutanoate